N-[(1S,4S)-2-azabicyclo[2.2.1]heptan-5-yl]-2-(1-phenyl-1H-pyrazol-4-yl)-1,3-thiazole-4-carboxamide [C@@H]12NC[C@@H](C(C1)NC(=O)C=1N=C(SC1)C=1C=NN(C1)C1=CC=CC=C1)C2